2-(3-(2-(((S)-((S)-2-oxo-1,2,3,4-tetrahydro-1,5-naphthyridin-3-yl)(phenyl)methyl)amino)ethyl)phenyl)acetic acid O=C1NC2=CC=CN=C2C[C@H]1[C@@H](C1=CC=CC=C1)NCCC=1C=C(C=CC1)CC(=O)O